(3,6'-dimethyl-6-phenyl-[2,3'-bipyridin]-5-yl) carbamate C(N)(OC=1C=C(C(=NC1C1=CC=CC=C1)C=1C=NC(=CC1)C)C)=O